C(C1=CC=CC=C1)OC(=O)NC=1C=C(C=CC1C(=O)OC)C1CC2(CC(C2)(F)F)CCN1CC1=C2C=CN(C2=C(C=C1OC)C)C(=O)OC(C)(C)C tert-Butyl 4-((6-(3-(((benzyloxy)carbonyl)amino)-4-(methoxycarbonyl)phenyl)-2,2-difluoro-7-azaspiro[3.5]nonan-7-yl)methyl)-5-methoxy-7-methyl-1H-indole-1-carboxylate